2-fluoro-N-methyl-4,5,6,7-tetrahydrobenzothiophen-5-amine hydrochloride Cl.FC=1SC2=C(C1)CC(CC2)NC